4-fluoro-2-methoxy-6-[6-(6-{[(2S)-1-(1H-tetrazol-1-yl)propan-2-yl]oxy}pyridin-2-yl)imidazo[1,2-b]pyridazin-3-yl]benzonitrile FC1=CC(=C(C#N)C(=C1)C1=CN=C2N1N=C(C=C2)C2=NC(=CC=C2)O[C@H](CN2N=NN=C2)C)OC